ethyl 3-[3-[[1-[5-[4,6-difluoro-1-(2-trimethylsilylethoxymethyl)indol-5-yl]oxy-2-fluoro-phenyl]-5-(2-oxo-1-piperidyl)pyrazol-3-yl]methyl]phenyl]propanoate FC1=C2C=CN(C2=CC(=C1OC=1C=CC(=C(C1)N1N=C(C=C1N1C(CCCC1)=O)CC=1C=C(C=CC1)CCC(=O)OCC)F)F)COCC[Si](C)(C)C